tetradecyl fluoride C(CCCCCCCCCCCCC)F